ClC=1C(=C(C(=C(C1)[C@H]1[C@@H](O[C@@]([C@H]1C)(C(F)(F)F)C)C(=O)NC1=CC(=NC=C1)C(=O)N)OC)F)F 4-[[(2R,3S,4S,5S)-3-(5-Chloro-3,4-difluoro-2-methoxyphenyl)-4,5-dimethyl-5-(trifluoromethyl)tetrahydrofuran-2-carbonyl]amino]pyridin-2-carboxamid